3-amino-4-(6,7-difluoro-1H-indazol-4-yl)-6-morpholin-4-yl-1H-1,7-phenanthrolin-2-one NC=1C(NC2=C3C=CC=NC3=C(C=C2C1C1=C2C=NNC2=C(C(=C1)F)F)N1CCOCC1)=O